N-(6-amino-5-methylpyridin-3-yl)-2-(5-methyl-2-(3-(methylsulfonyl)phenyl)piperidin-1-yl)-2-oxoacetamide NC1=C(C=C(C=N1)NC(C(=O)N1C(CCC(C1)C)C1=CC(=CC=C1)S(=O)(=O)C)=O)C